methyl 2-chloro-4-fluoro-3-hydroxybenzoate ClC1=C(C(=O)OC)C=CC(=C1O)F